sulfonyl-methyllithium S(=O)(=O)=C[Li]